(S)-7,7-difluoro-2-((4-((2-hydroxy-1-phenylethyl)amino)-5-(3-(2-hydroxypropan-2-yl)-1,2,4-oxadiazol-5-yl)pyrimidin-2-yl)amino)-6,7-dihydro-5H-pyrrolo[3,4-b]pyridin-5-one FC1(NC(C=2C1=NC(=CC2)NC2=NC=C(C(=N2)N[C@H](CO)C2=CC=CC=C2)C2=NC(=NO2)C(C)(C)O)=O)F